rac-(1S*,2S*)-2-(3-chlorophenyl)-N-(6-(((6-cyclopropylimidazo[1,2-a]pyridin-2-yl)methyl)amino)-2-(pyrrolidin-1-yl)pyrimidin-4-yl)cyclopropane-1-carboxamide ClC=1C=C(C=CC1)[C@@H]1[C@H](C1)C(=O)NC1=NC(=NC(=C1)NCC=1N=C2N(C=C(C=C2)C2CC2)C1)N1CCCC1 |r|